FC([Si](Cl)(C(F)(F)F)C(C(C(C(C(C(C(C(F)(F)F)(F)F)(F)F)(F)F)(F)F)(F)F)(F)F)(F)F)(F)F perfluorooctyldimethylmonochlorosilane